The molecule is a nucleotide-sugar oxoanion arising from deprotonation of the carboxy and phosphate functions of CMP-N-glycoloyl-beta-neuraminic acid; major species at pH 7.3. It has a role as a human metabolite. It is a conjugate base of a CMP-N-glycoloyl-beta-neuraminic acid. C1[C@@H]([C@H]([C@@H](O[C@@]1(C(=O)[O-])OP(=O)([O-])OC[C@@H]2[C@H]([C@H]([C@@H](O2)N3C=CC(=NC3=O)N)O)O)[C@@H]([C@@H](CO)O)O)NC(=O)CO)O